FC1=NC(=CC(=C1)C=1C=CC=C(C1)O)OC([2H])([2H])[2H] 5-[2-fluoro-6-(2H3)methoxypyridin-4-yl]phenol